4-[2-chloro-4-[4-(cyclobutoxy)-6-methyl-pyrimidin-2-yl]-6-fluoro-phenoxy]butanoic acid ClC1=C(OCCCC(=O)O)C(=CC(=C1)C1=NC(=CC(=N1)OC1CCC1)C)F